C(C#N)C(C(=O)O)N The molecule is an alanine derivative obtained by replacement of one of the methyl hydrogens in alanine with a cyano group It is an alanine derivative, an aliphatic nitrile and a non-proteinogenic alpha-amino acid.